3-(((1S,3S)-3-((5-Chloro-2-oxo-2H-[1,3'-bipyridin]-6'-yl)amino)cyclopentyl)amino)-N-(oxetan-3-yl)-1,2,4-triazine-6-carboxamide ClC=1C=CC(N(C1)C=1C=NC(=CC1)N[C@@H]1C[C@H](CC1)NC=1N=NC(=CN1)C(=O)NC1COC1)=O